{1-[(adamantan-1-yl)methyl]-5-methyl-1H-pyrazol-4-yl}-6-{3-[(1,3-benzothiazol-2-yl)amino]-4-methyl-7H-pyrrolo[2,3-c]pyridazin-7-yl}pyridine-2-carboxylic acid ethyl ester C(C)OC(=O)C1=NC(=CC=C1C=1C=NN(C1C)CC12CC3CC(CC(C1)C3)C2)N2C=CC3=C2N=NC(=C3C)NC=3SC2=C(N3)C=CC=C2